C(C)(C)N1OC([C@H]2[C@H]1[C@H](C[C@@](C2)(C)C2=C(C#N)C=CC=C2)C)(C)C ((3aR,5R,7S,7aR)-1-isopropyl-3,3,5,7-tetramethyloctahydrobenzo[c]isoxazol-5-yl)benzonitrile